FC=1C=C(C#N)C=C(C1)CN1C(=NC(=C1)[N+](=O)[O-])C 3-fluoro-5-((2-methyl-4-nitro-1H-imidazol-1-yl)methyl)benzonitrile